pyrazole-4-carbonyl chloride N1N=CC(=C1)C(=O)Cl